N-[5-(4-Methylphenyl)benzimidazo[2,1-a]phthalazin-10-yl]benzamide CC1=CC=C(C=C1)C1=NN2C(C=3C=CC=CC13)=NC1=C2C=CC(=C1)NC(C1=CC=CC=C1)=O